FC(C#C)(CC(CCC(C)C)C1=C(CC(CC1)(C)C)C(=O)OCC)F Ethyl 2-(3,3-difluoro-8-methylnon-1-yn-5-yl)-5,5-dimethylcyclohex-1-ene-1-carboxylate